NC=1C(=NC2=CC=CC=C2C1)C(=O)N 3-aminoquinoline-2-carboxamide